2-isopropyl-8-(6-methyl-7-oxo-6,7-dihydro-1H-pyrrolo[2,3-c]pyridin-4-yl)-6-(methylsulfonyl)-2H-1,4-benzoxazin-3(4H)-one C(C)(C)C1OC2=C(NC1=O)C=C(C=C2C=2C1=C(C(N(C2)C)=O)NC=C1)S(=O)(=O)C